BrC1=CC=C(C=C1)C1=C(C(=O)N)C=CC=N1 (4-bromophenyl)nicotinamide